The molecule is an oligonucleotide comprising fifteen deoxythymidylic acid residues linked 5'->3'. It contains a dTMP 3'-end residue, a dTMP 5'-end residue and a thymidine 5'-monophosphate residue. CC1=CN(C(=O)NC1=O)[C@H]2C[C@@H]([C@H](O2)COP(=O)(O)O[C@H]3C[C@@H](O[C@@H]3COP(=O)(O)O[C@H]4C[C@@H](O[C@@H]4COP(=O)(O)O[C@H]5C[C@@H](O[C@@H]5COP(=O)(O)O[C@H]6C[C@@H](O[C@@H]6COP(=O)(O)O[C@H]7C[C@@H](O[C@@H]7COP(=O)(O)O[C@H]8C[C@@H](O[C@@H]8COP(=O)(O)O[C@H]9C[C@@H](O[C@@H]9COP(=O)(O)O[C@H]1C[C@@H](O[C@@H]1COP(=O)(O)O[C@H]1C[C@@H](O[C@@H]1COP(=O)(O)O[C@H]1C[C@@H](O[C@@H]1COP(=O)(O)O[C@H]1C[C@@H](O[C@@H]1COP(=O)(O)O[C@H]1C[C@@H](O[C@@H]1COP(=O)(O)O[C@H]1C[C@@H](O[C@@H]1COP(=O)(O)O[C@H]1C[C@@H](O[C@@H]1COP(=O)(O)O)N1C=C(C(=O)NC1=O)C)N1C=C(C(=O)NC1=O)C)N1C=C(C(=O)NC1=O)C)N1C=C(C(=O)NC1=O)C)N1C=C(C(=O)NC1=O)C)N1C=C(C(=O)NC1=O)C)N1C=C(C(=O)NC1=O)C)N1C=C(C(=O)NC1=O)C)N1C=C(C(=O)NC1=O)C)N1C=C(C(=O)NC1=O)C)N1C=C(C(=O)NC1=O)C)N1C=C(C(=O)NC1=O)C)N1C=C(C(=O)NC1=O)C)N1C=C(C(=O)NC1=O)C)O